FC1=C(OC2=NC(=NN2C)C2=CC=C(C=NN=C3SCC(N3C3=C(C=CC=C3)C(C)C)=O)C=C2)C=CC(=C1)OC(F)(F)F 2-[(4-{5-[2-Fluoro-4-(trifluoromethoxy)phenoxy]-1-methyl-1H-1,2,4-triazol-3-yl}benzyliden)hydrazono]-3-(2-isopropylphenyl)-1,3-thiazolidin-4-on